6-cyano-N-methyl-2-(4-methyl-1-(2-nitrophenyl)-5-oxo-4,5-dihydro-1H-1,2,4-triazol-3-yl)pyridine C(#N)C1=CC=CC(N1C)C1=NN(C(N1C)=O)C1=C(C=CC=C1)[N+](=O)[O-]